di(p-trifluoromethyl-phenyl)methylene(cyclopentadienyl)(octamethyloctahydrodibenzofluorenyl)zirconium dichloride [Cl-].[Cl-].FC(C1=CC=C(C=C1)C(=[Zr+2](C1(C(C(C(C2(C3C(=C4C=5C=CC=CC5CC4=C21)C=CCC3)C)(C)C)(C)C)(C)C)C)C3C=CC=C3)C3=CC=C(C=C3)C(F)(F)F)(F)F